β-D-glucopyranosyloxazoline [C@@H]1([C@H](O)[C@@H](O)[C@H](O)[C@H](O1)CO)C=1OCCN1